CCC(C)/C=C/C=C/C=C/C(=O)NC1=C[C@]([C@H]2[C@@H](C1=O)O2)(/C=C/C=C/C=C/C(=O)NC3=C(CCC3=O)O)O The molecule is an epoxide isolated from Streptomyces sp. E-1511. An inhibitor of interleukin-1beta converting enzyme (ICE), it acts as an anti-inflammatory agent and an antibiotic. It has a role as an antimicrobial agent, an anti-inflammatory agent, an EC 3.4.22.36 (caspase-1) inhibitor and a bacterial metabolite. It is an enol, a cyclic ketone, an epoxide, a tertiary alcohol and a monocarboxylic acid amide.